O1CCN(CC1)CCOC=1C=CC=2N(C1)C(=CN2)C(=O)N2CC1=C(CC2)C(=CS1)C(=O)NC1=CC(=CC=C1)C(F)(F)F 6-(6-(2-morpholinoethoxy)imidazo[1,2-a]pyridine-3-carbonyl)-N-(3-(trifluoromethyl)phenyl)-4,5,6,7-tetrahydrothieno[2,3-c]pyridine-3-carboxamide